FC1C(C1)C(=O)NC=1SC2=C(N1)C=CC(=C2)C2=C1C=CNC1=CC=C2C 2-fluoro-N-(6-(5-methylindol-4-yl)benzo[d]thiazol-2-yl)cyclopropane-1-carboxamide